(biphenylyl)[Phenyl(biphenylyl)triazinyl]indenocarbazole C1(=C(C=CC=C1)C=1C(=C2C=C3C(=CC=C4C=5C=CC=CC5N=C34)C2=CC1)C1=NN=NC(=C1C1=C(C=CC=C1)C1=CC=CC=C1)C1=CC=CC=C1)C1=CC=CC=C1